1-(4-(benzylamino)-7-(1,4-oxazepan-2-yl)pyrrolo[2,1-f][1,2,4]triazin-2-yl)-2-methyl-1H-indole-4-carboxamide C(C1=CC=CC=C1)NC1=NC(=NN2C1=CC=C2C2OCCCNC2)N2C(=CC=1C(=CC=CC21)C(=O)N)C